tert-butyl 7-(2-cyano-4-fluorophenoxy)-5-oxa-2-azaspiro[3.4]octane-2-carboxylate C(#N)C1=C(OC2COC3(CN(C3)C(=O)OC(C)(C)C)C2)C=CC(=C1)F